1-((tert-butyldimethylsilyl)oxy)undecan-4-yl (2-(pyrrolidin-1-yl)ethyl)carbamate N1(CCCC1)CCNC(OC(CCCO[Si](C)(C)C(C)(C)C)CCCCCCC)=O